Methyl N-(4-(butylsulfanyl)-3-formyl-2-oxo-2H-chromen-7-yl)-N-ethylglycinate C(CCC)SC1=C(C(OC2=CC(=CC=C12)N(CC(=O)OC)CC)=O)C=O